3-bromo-5-(((tert-butyldimethylsilyl)oxy)methyl)pyridine BrC=1C=NC=C(C1)CO[Si](C)(C)C(C)(C)C